8-((8,8-bis(octyloxy)octyl)(2-hydroxyethyl)amino)octanoic acid non-3-yl ester CCC(CCCCCC)OC(CCCCCCCN(CCO)CCCCCCCC(OCCCCCCCC)OCCCCCCCC)=O